C(C1=C(C=CC=C1)O)C1=C(C=CC=C1)O 2,2'-Methylendiphenol